NC(CS(=O)(=O)N)CC(C)C 2-amino-4-methylpentanesulfonamide